tert-butyl ((3-(4-((1-methylpiperidin-4-yl)amino)-1-(2,2,2-trifluoroethyl)-1H-indol-2-yl)-1,2,4-oxadiazol-5-yl)methyl)(phenyl)carbamate CN1CCC(CC1)NC1=C2C=C(N(C2=CC=C1)CC(F)(F)F)C1=NOC(=N1)CN(C(OC(C)(C)C)=O)C1=CC=CC=C1